FC1=CC=2N(C=C1)N=CC2C(=O)NC2=C(C=C(C(=C2)C2=NN=C(N2)OC)F)C 5-Fluoro-N-[4-fluoro-5-(5-methoxy-4H-1,2,4-triazol-3-yl)-2-methylphenyl]pyrazolo[1,5-a]pyridine-3-carboxamide